6-Chloro-4-((1-ethyl-4-oxo-5-(2,2,2-trifluoroethyl)-4,5-dihydro-1H-pyrazolo[4,3-c]pyridin-3-yl)amino)-N-(methyl-d3)pyridazine-3-carboxamide ClC1=CC(=C(N=N1)C(=O)NC([2H])([2H])[2H])NC1=NN(C2=C1C(N(C=C2)CC(F)(F)F)=O)CC